3-[(2,3-diiodophenoxy)methyl]-1H-1,2,4-triazol-5(4H)-one IC1=C(OCC2=NNC(N2)=O)C=CC=C1I